CC(C[C@H](CC[C@H]1C(C[C@@H](O1)CC(C(C)O)S(=O)(=O)C1=CC=CC=C1)=C)O[Si](CC)(CC)CC)=C=C 4-((2R,5S)-5-((S)-5-methyl-3-((triethylsilyl)oxy)heptan-5,6-dien-1-yl)-4-methylenetetrahydrofuran-2-yl)-3-(phenylsulfonyl)butan-2-ol